ClC=1C(=C(C(=NC1C)OCC(=O)N(C)C1=CC=C(C=C1)Cl)C#N)C 2-[(5-chloro-3-cyano-4,6-dimethylpyridin-2-yl)oxy]-N-(4-chloro-phenyl)-N-methylacetamide